C1(=CC=CC=C1)NNC(=O)C1=NC=CC=C1 N'-phenylpyridineformylhydrazine